(S)-2,5-diamino-N-((S)-1-(4-(benzyloxy)phenyl)-4-oxo-4-(quinolin-3-ylamino)butan-2-yl)pentanamide N[C@H](C(=O)N[C@@H](CC1=CC=C(C=C1)OCC1=CC=CC=C1)CC(NC=1C=NC2=CC=CC=C2C1)=O)CCCN